3-(6,7-dimethoxy-1,3-dioxo-1,3-dihydro-2H-benzo[4,5]thieno[2,3-c]pyrrol-2-yl)propanoic acid COC1=CC2=C(C3=C(C(N(C3=O)CCC(=O)O)=O)S2)C=C1OC